isopropyl ((S)-((S)-2,2-difluoro-1-((2S,3S,5R)-5-(5-fluoro-2,4-dioxo-3,4-dihydropyrimidin-1(2H)-yl)-3-hydroxytetrahydrofuran-2-yl)ethoxy)(phenoxy)phosphoryl)-L-alaninate FC([C@@H](O[P@](=O)(OC1=CC=CC=C1)N[C@@H](C)C(=O)OC(C)C)[C@H]1O[C@H](C[C@@H]1O)N1C(NC(C(=C1)F)=O)=O)F